tert-butyl 4-(2-(4-(3-(2,6-dioxopiperidin-3-yl)-2-oxo-2,3-dihydrobenzo[d]oxazol-6-yl)piperazin-1-yl)ethyl)piperidine-1-carboxylate O=C1NC(CCC1N1C(OC2=C1C=CC(=C2)N2CCN(CC2)CCC2CCN(CC2)C(=O)OC(C)(C)C)=O)=O